COC(C(=O)C1=CC=C(C=C1)CC(C)(C)NC(C=C)=O)=O {4-[2-(acrylamido)-2-methylpropyl]Phenyl}(oxo)acetic acid methyl ester